(R)-N-(8,9-difluoro-6-oxo-1,2,3,4,5,6-hexahydrobenzo[c][1,7]naphthyridin-1-yl)-6-fluoro-N,4-dimethyl-1H-indole-2-carboxamide FC=1C(=CC2=C(C(NC=3CNC[C@@H](C23)N(C(=O)C=2NC3=CC(=CC(=C3C2)C)F)C)=O)C1)F